3-amino-5'-fluoro-2H-[1,2'-bipyridine]-2-one NC=1C(N(C=CC1)C1=NC=C(C=C1)F)=O